Tri(2-ethylhexyl)phosphine C(C)C(CP(CC(CCCC)CC)CC(CCCC)CC)CCCC